2-(5-((2,4-dimethoxybenzyl)amino)-9-fluoro-7-methoxy-[1,2,4]triazolo[1,5-c]quinazolin-2-yl)ethyl 4-(trifluoromethyl)benzenesulfonate FC(C1=CC=C(C=C1)S(=O)(=O)OCCC1=NN2C(=NC=3C(=CC(=CC3C2=N1)F)OC)NCC1=C(C=C(C=C1)OC)OC)(F)F